FC=1C=C2C(=C(NC2=C(C1)F)C1=CC=C(C=C1)F)C1CC(C1)CN1C(NCC1)=O 1-(((1r,3r)-3-(5,7-difluoro-2-(4-fluorophenyl)-1H-indol-3-yl)cyclobutyl)methyl)imidazolin-2-one